((tetrahydrofuran-2-yl)methyl)-1,4-dihydroquinoxaline-2,3-dione O1C(CCC1)CN1C(C(NC2=CC=CC=C12)=O)=O